1-cyano-2,3-propylene sulfide C(#N)CC1CS1